Ethyl 2-(7-(benzyloxy)-1-(cyclopropylmethyl)-1H-indol-2-yl)-3-methylpyrazolo[1,5-a]pyridine-6-carboxylate C(C1=CC=CC=C1)OC=1C=CC=C2C=C(N(C12)CC1CC1)C1=NN2C(C=CC(=C2)C(=O)OCC)=C1C